ClC=1C=C(C=2N(N1)C(=NN2)C2=NOC(=C2)C)C#N 6-chloro-3-(5-methylisoxazol-3-yl)-[1,2,4]triazolo[4,3-b]pyridazine-8-carbonitrile